C(#N)[C@H](C(C)C)NC(=O)N1N=CC(=C1)C1=C2C(=NC=C1)NC=N2 N-((S)-1-cyano-2-methylpropyl)-4-(3H-imidazo[4,5-b]pyridin-7-yl)-1H-pyrazole-1-carboxamide